P(SC1=CC=CC=C1)(SC1=CC=CC=C1)SCCCCCCCCCCCC diphenyl lauryl trithiophosphite